Bromoisobutyroyl bromide BrC(C(=O)Br)(C)C